N-(6-(2-chloro-5-fluorophenyl)-1-methyl-8-oxo-1,6,7,8-tetrahydropyrrolo[3,4-g]indazol-5-yl)-3-fluoro-5-(trifluoromethyl)benzamide ClC1=C(C=C(C=C1)F)C1NC(C=2C1=C(C=C1C=NN(C21)C)NC(C2=CC(=CC(=C2)C(F)(F)F)F)=O)=O